OCC(C(=O)O)(CCCCC=C)C 2-(hydroxymethyl)-2-methyloct-7-enoic acid